NC1=NC=2C=C(C=CC2C2=C1N=C(N2CC2=CC=C(C=C2)CN)CC(C)C)C(=O)OC methyl 4-amino-1-(4-(aminomethyl)benzyl)-2-isobutyl-1H-imidazo[4,5-c]quinoline-7-carboxylate